FC=1C=C2C(=NN(C2=CC1C1CCN(CC1)C[C@@H]1[C@@H](CNCC1)F)C)C1C(NC(CC1)=O)=O 3-(5-fluoro-6-(1-(((3S,4R)-3-fluoropiperidin-4-yl)methyl)piperidin-4-yl)-1-methyl-1H-indazol-3-yl)piperidine-2,6-dione